Tert-butyl N-[4-(dibenzylamino)cyclohexyl]carbamate C(C1=CC=CC=C1)N(C1CCC(CC1)NC(OC(C)(C)C)=O)CC1=CC=CC=C1